(S)-1-((1-acryloylpyrrolidin-2-yl)methyl)-3-(4-phenoxyphenyl)-1H-pyrazolo[4,3-c]pyridine-7-carbonitrile C(C=C)(=O)N1[C@@H](CCC1)CN1N=C(C=2C=NC=C(C21)C#N)C2=CC=C(C=C2)OC2=CC=CC=C2